C(C)(C)(C)C=1C=C(C=C(C1O)C(C)(C)C)C=C(C(=O)N)CCCCCCC(C(=O)N)=CC1=CC(=C(C(=C1)C(C)(C)C)O)C(C)(C)C hexamethylenebis(3,5-di-tert-butyl-4-hydroxy-phenylacrylamide)